CC1=C(C=C(C(=O)NC2=CC(=CC=C2)NS(=O)(=O)C2=CC=CC=C2)C=C1)[N+](=O)[O-] 4-methyl-3-nitro-N-(3-(phenylsulfonamido)phenyl)benzamide